BrCCC1=CC(=CC=C1)C 2-bromo-1-(3-methylphenyl)ethane